CN(CCCCCCCCCCCCCCCCCC)C dimethylstearyl-amine